S(=O)(CC1=CC(=C(C(=O)OC)C=C1F)N)CC1=CC(=C(C(=O)OC)C=C1F)N dimethyl 4,4'-(sulfinylbis(methylene))bis(2-amino-5-fluorobenzoate)